NN(C(=NC)N)CC(=O)O 2-[1-amino-2-meth-ylguanidino]acetic acid